C12CNCC(CCC1)C2C(=O)O 3-azabicyclo[3.3.1]nonane-9-carboxylic acid